phenyl-diphenyl-phosphite C1(=CC=CC=C1)C1=C(C=CC=C1)P([O-])([O-])([O-])C1=CC=CC=C1